SC(CS(=O)(=O)O)CS 2,3-dimercaptopropane-1-sulfonic acid